2-Pyridin-4-yl-1H-imidazole N1=CC=C(C=C1)C=1NC=CN1